FC=1C=C(C=NC1)CN1N=C(C=CC1=O)C=1C=NC(=NC1)OC(C)C 2-((5-fluoropyridin-3-yl)methyl)-6-(2-isopropoxypyrimidin-5-yl)pyridazin-3(2H)-one